8-chloro-N-ethyl-7,9-dimethyl-pyrido[3',2':4,5]furo[3,2-d]pyrimidin-4-amine ClC1=C(C2=C(OC3=C2N=CN=C3NCC)N=C1C)C